O1C(CCCC1)OCCCCCCCCOC1=CC=C(C(=O)O)C=C1 4-(8-(tetrahydro-2H-pyran-2-yloxy)octyloxy)benzoic acid